FC(C1=CC=C(C(=N1)C1=CC=C2C=CC=NC2=C1)C1=CN=C(O1)CC(C(F)(F)F)(C)C)F 5-(6-(Difluoromethyl)-2-(chinolin-7-yl)pyridin-3-yl)-2-(3,3,3-trifluoro-2,2-dimethylpropyl)oxazol